(4-(3-chlorophenyl)-1-(2,2-difluoroethyl)-1H-indazol-5-yl)(6-hydroxy-2-azaspiro[3.4]oct-2-yl)methanone Ammonium Iron [Fe+2].[NH4+].ClC=1C=C(C=CC1)C1=C2C=NN(C2=CC=C1C(=O)N1CC2(C1)CC(CC2)O)CC(F)F